ClC=1N=C(C=2OC[C@H]3COC[C@@H](N3C2N1)C)C(=O)O (5S,8aR)-3-chloro-5-methyl-5,6,8a,9-tetrahydro-8H-7,10-dioxa-2,4,4b-triazaphenanthrene-1-carboxylic acid